5,6-bis(2-chloro-4-hydroxyphenyl)-N-(cyclopropylmethyl)-N-(4-methoxyphenyl)-7-oxabicyclo[2.2.1]hept-5-ene-2-sulfonamide ClC1=C(C=CC(=C1)O)C=1C2CC(C(C1C1=C(C=C(C=C1)O)Cl)O2)S(=O)(=O)N(C2=CC=C(C=C2)OC)CC2CC2